L-N-methyllysine CN[C@@H](CCCCN)C(=O)O